S(=O)(=O)(O)N[C@@H](CO)C(=O)O sulphoserine